methyl 4-[1-(2,2-dimethylpropanoyl)-5-(4-fluorophenyl)-6-methylsulfonyl-pyrrolo[2,3-f]indazol-7-yl]benzoate CC(C(=O)N1N=CC2=CC3=C(C=C12)C(=C(N3C3=CC=C(C=C3)F)S(=O)(=O)C)C3=CC=C(C(=O)OC)C=C3)(C)C